ClC=1C(=NN2C1CN(CCC2)C=2C1=C(N=C(N2)S(=O)C)C[C@]2(CCC3=C(C=CC=C23)Cl)OC1)CN(C)C 1-[3-chloro-5-[(7S)-4'-chloro-2-methylsulfinyl-spiro[5,8-dihydropyrano[4,3-d]pyrimidine-7,1'-indane]-4-yl]-4,6,7,8-tetrahydropyrazolo[1,5-a][1,4]diazepin-2-yl]-N,N-dimethyl-methanamine